2,3-dihydro-spiro[indene-1,4'-piperidine]-3-carboxylic acid methyl ester COC(=O)C1CC2(CCNCC2)C2=CC=CC=C12